tert-butyl (3-((1-(3-methoxy-4-(pentyloxy)phenyl)ethyl)amino)propyl)carbamate COC=1C=C(C=CC1OCCCCC)C(C)NCCCNC(OC(C)(C)C)=O